(+-)-5-{2-chloro-4-(trifluoromethyl)phenoxy}-2-nitrobenzoic acid 2-ethoxy-1-methyl-2-oxoethyl ester C(C)OC([C@@H](C)OC(C1=C(C=CC(=C1)OC1=C(C=C(C=C1)C(F)(F)F)Cl)[N+](=O)[O-])=O)=O |r|